6-(4-cyclopropyl-6-methoxypyrimidin-5-yl)-N-(4-(1-isopropyl-4-(trifluoromethyl)-1H-imidazol-2-yl)benzyl)pyrimido[5,4-c]pyridazin-8-amine C1(CC1)C1=NC=NC(=C1C=1N=C(C=2N=NC=CC2N1)NCC1=CC=C(C=C1)C=1N(C=C(N1)C(F)(F)F)C(C)C)OC